5-chloro-alpha-(cyclopropylethyl)-2-amino-alpha-(trifluoromethyl)benzyl alcohol ClC=1C=CC(=C(C(C(F)(F)F)(CCC2CC2)O)C1)N